4-Fluoro-6',7'-dimethyl-2'-phenylspiro[fluorene-9,3'-indole] FC1=CC=CC2=C1C1=CC=CC=C1C21C(=NC2=C(C(=CC=C12)C)C)C1=CC=CC=C1